1-(t-butyl) 2-methyl (2S)-4-cyano-4-((trimethylsilyl)oxy)pyrrolidine-1,2-dicarboxylate C(#N)C1(C[C@H](N(C1)C(=O)OC(C)(C)C)C(=O)OC)O[Si](C)(C)C